2-(2-chloro-4-fluorophenyl)-5-methyl-4-(4-phenoxybenzyl)oxazole ClC1=C(C=CC(=C1)F)C=1OC(=C(N1)CC1=CC=C(C=C1)OC1=CC=CC=C1)C